1-(2-pyridyl)-8-chloro-6-fluoro-1,4-dihydro-7-piperazinyl-4-oxo-3-quinolinecarboxylic acid N1=C(C=CC=C1)N1C=C(C(C2=CC(=C(C(=C12)Cl)N1CCNCC1)F)=O)C(=O)O